(2R)-2-(tert-butoxycarbonylamino)-3-(4-cyano-5-fluoro-2-nitro-phenyl)thio-propionic acid C(C)(C)(C)OC(=O)N[C@H](C(=O)O)CSC1=C(C=C(C(=C1)F)C#N)[N+](=O)[O-]